N\C(\C=1C(=CC2=C(NC([C@H](CS2)NC(=O)OC(C)(C)C)=O)C1)F)=N/OC(C(C)(C)C)=O 2,2-dimethylpropionic acid [(Z)-[amino-[(3R)-3-(tert-butoxycarbonylamino)-8-fluoro-4-oxo-3,5-dihydro-2H-1,5-benzothiazepine-7-Yl] methylene] amino] ester